(2R,3S,5R)-5-(6-amino-2-fluoro-9H-purin-9-yl)-2-ethynyl-2-((2-phenylacetoxy)methyl)tetrahydrofuran-3-yl 2-phenylacetate C1(=CC=CC=C1)CC(=O)O[C@@H]1[C@](O[C@H](C1)N1C2=NC(=NC(=C2N=C1)N)F)(COC(CC1=CC=CC=C1)=O)C#C